C(C)OCCOCCO Diethylene Glycol MonoEthyl ether